chloro-7-(2,6-dimethoxyphenyl)(6-ethoxypyridin-2-yl)-6-methyl-7H-imidazo[4,5-c]pyridazine tert-butyl-4-bromo-5-methyl-3-(methyl-d3)-1H-pyrazole-1-carboxylate C(C)(C)(C)OC(=O)N1N=C(C(=C1C)Br)C([2H])([2H])[2H].ClC=1C2=C(N=NC1C1=NC(=CC=C1)OCC)N(C(=N2)C)C2=C(C=CC=C2OC)OC